2-(morpholin-4-yl)-4-[(1S,4S)-2-oxa-5-azabicyclo[2.2.1]hept-5-yl]-8-(1H-pyrazol-5-yl)-1,7-naphthyridine N1(CCOCC1)C1=NC2=C(N=CC=C2C(=C1)N1[C@@H]2CO[C@H](C1)C2)C2=CC=NN2